OC=1N=C(C2=C(N1)C(N(C(=C2)C)C)=O)O 2,4-dihydroxy-6,7-dimethyl-pyrido[3,4-d]pyrimidin-8-one